OC[C@]1(OC2=C(C1)C=C(C(=C2)N2[C@@H]1CN([C@H](C2)C1)CC(F)(F)F)NC(=O)C=1C=NN2C1N=CC=C2)C N-[(2S)-2-(hydroxymethyl)-2-methyl-6-[(1S,4S)-5-(2,2,2-trifluoroethyl)-2,5-diazabicyclo[2.2.1]heptan-2-yl]-3H-benzofuran-5-yl]pyrazolo[1,5-a]pyrimidine-3-carboxamide